OC1=C(C(=CC(=C1C(=O)N1CC2=CC=CC=C2C1)CCCCC)O)C1C(CCC(=C1)C)C(=C)C (2,6-dihydroxy-5'-methyl-4-pentyl-2'-(prop-1-en-2-yl)-1',2',3',4'-tetrahydro-[1,1'-biphenyl]-3-yl)(isoindolin-2-yl)methanone